nickel (nickelocene) [CH-]1C=CC=C1.[CH-]1C=CC=C1.[Ni+2].[Ni]